5-(1H-indol-5-yl)furan-2-carboxylic acid ethyl ester C(C)OC(=O)C=1OC(=CC1)C=1C=C2C=CNC2=CC1